(S)-N-((5-(1-(cyclohexylsulfonyl)piperidin-2-yl)-1,2,4-oxadiazol-3-yl)methyl)benzo[d][1,3]dioxol-5-carboxamide C1(CCCCC1)S(=O)(=O)N1[C@@H](CCCC1)C1=NC(=NO1)CNC(=O)C1=CC2=C(OCO2)C=C1